tert-butyl 4-[4-[4-[[5-[1-(5-amino-2-pyridyl)-3-(trifluoromethyl)pyrazol-4-yl]-1-methyl-imidazole-2-carbonyl] amino]-2-chloro-benzoyl]piperazine-1-carbonyl]piperidine-1-carboxylate NC=1C=CC(=NC1)N1N=C(C(=C1)C1=CN=C(N1C)C(=O)NC1=CC(=C(C(=O)N2CCN(CC2)C(=O)C2CCN(CC2)C(=O)OC(C)(C)C)C=C1)Cl)C(F)(F)F